C(C)(C)(C)OC(=O)N1C(C2=CC=CC=C2C1)C(NC1C(NC(CC1)=O)=O)=O 1-((2,6-Dioxopiperidin-3-yl)carbamoyl)isoindoline-2-carboxylic acid tert-butyl ester